FC(N1N=CC(=C1C)S(=O)(=O)N1CC(C1)OC=1C=C2CNC(C2=CC1C1=CC=C(C=C1)F)=O)F 5-((1-((1-(difluoromethyl)-5-methyl-1H-pyrazol-4-yl)sulfonyl)azetidin-3-yl)oxy)-6-(4-fluorophenyl)isoindolin-1-one